C(C)C1S(CC(C1(C(=O)[O-])N1C2=NC(=NC(=C2N=C1)Cl)Cl)CC(=O)OCC)=O (Rac)-ethyl-3-(2,6-dichloro-9H-purin-9-yl)-4-(2-ethoxy-2-oxoethyl)tetrahydrothiophene-3-carboxylate 1-oxide